CC1(COS(OC1)(=O)=O)C 5,5-dimethyl-1,3,2-dioxathiane 2,2-dioxide